ClC1=CC=2N(C=C1)N=CC2C(=O)NC=2C=C(C=C(C2C)F)C2=NOC(=N2)C2CN(C2)C(=O)OC methyl 3-(3-(3-(5-chloropyrazolo[1,5-a]pyridine-3-carboxamido)-5-fluoro-4-methylphenyl)-1,2,4-oxadiazol-5-yl)azetidine-1-carboxylate